NN(C(=NN)N)CC(=O)O 2-[1,2-diaminoguanidino]acetic acid